ClC1=CC=C(C=C1)C(C(=O)O)(C1=CC=CC=C1)O 2-(4-chlorophenyl)-2-hydroxy-2-phenylacetic acid